OC1(CCN(CC1)C(C1=CC=C(C=C1)OC1COC1)=O)CN1C=NC2=C(C1=O)C=NN2C2=CC=C(C=C2)C 5-((4-Hydroxy-1-(4-(oxetan-3-yloxy)benzoyl)piperidin-4-yl)methyl)-1-p-tolyl-1H-pyrazolo[3,4-d]pyrimidin-4(5H)-one